C(C1=CC=CC=C1)(=O)C1NC2=CC=CC=C2C(N1)=O 2-benzoyl-2,3-dihydro-quinazolin-4(1H)-one